OC1=C(C=CC=C1)C1=CC2=C(N=N1)NC(=C2C[C@H]2OCCC2)C2C[C@H]1COC[C@@H](C2)N1C(C=C)=O 1-((1R,5S,7r)-7-(3-(2-hydroxyphenyl)-5-(((S)-tetrahydrofuran-2-yl)methyl)-7H-pyrrolo[2,3-c]pyridazin-6-yl)-3-oxa-9-azabicyclo[3.3.1]nonan-9-yl)prop-2-en-1-one